ClC=1C=C(C=C(C1)F)[C@H](C)N1N=C(C=C1C(=O)N)C(=O)NC 1-((S)-1-(3-chloro-5-fluorophenyl)ethyl)-N3-methyl-1H-pyrazole-3,5-dicarboxamide